FC=1C=C(C=CC1)CN (3-Fluorophenyl)methylamine